O1COC2=C1C=CC(=C2)CN2C(C(=CC(=C2)C2=NC(=NC(=C2)CF)S(=O)(=O)C)F)=O 1-(benzo[d][1,3]dioxol-5-ylmethyl)-3-fluoro-5-(6-(fluoromethyl)-2-(methylsulfonyl)pyrimidin-4-yl)pyridin-2(1H)-one